C(CCCCCCC\C=C/CCCCCC)(=O)OCCCCCCCCCCCCCCCC(=O)O 16-palmitoleoyloxy-hexadecanoic acid